N-phenyl-4-pentenamide C1(=CC=CC=C1)NC(CCC=C)=O